4-[4-(1-ethyl-4-methyl-1H-pyrazol-5-yl)-1-methyl-1H-imidazol-2-yl]-1-methyl-1H-pyrazolo[4,3-c]pyridine-6-carboxamide C(C)N1N=CC(=C1C=1N=C(N(C1)C)C1=NC(=CC2=C1C=NN2C)C(=O)N)C